C(C)(C)(C)C1=CC2=CC=C3C=C(C=C4C=C(C(=C1)C2=C43)C=4C=C(C=CC4)B(O)O)C(C)(C)C (3-(2,7-di-tert-butylpyren-4-yl)phenyl)boronic acid